C(C)N(CC)CC1=CC(=NC=C1)C=1C=C2CN(C(C2=CC1)=O)C1CNCCC1 3-(5-(4-((diethylamino)methyl)pyridin-2-yl)-1-oxoisoindolin-2-yl)piperidine